ClC=1N=C(C2=C(N1)C=NC=C2)O chloropyrido[3,4-d]pyrimidin-4-ol